N-(3-(2-(((2R,3R)-3-hydroxybutan-2-yl)oxy)-6-morpholinopyridin-4-yl)-4-methylphenyl)-3-(trifluoromethyl)-2,5-dihydro-1H-pyrrole-1-carboxamide O[C@@H]([C@@H](C)OC1=NC(=CC(=C1)C=1C=C(C=CC1C)NC(=O)N1CC(=CC1)C(F)(F)F)N1CCOCC1)C